FC(C(=O)O)(F)F.FC1C(C(NC=2C=NN(C2C=2C=CN=C(CCC1)C2)C)=O)C 10-fluoro-3,9-dimethyl-3,4,7,15-tetraazatricyclo[12.3.1.02,6]octadeca-1(18),2(6),4,14,16-pentaen-8-one trifluoroacetate